1-(4-((5-(1-(Difluoromethyl)-1H-pyrazol-3-yl)-4-(((1s,4s)-4-hydroxy-4-methylcyclohexyl)amino)pyridin-2-yl)amino)pyrimidin-2-yl)-4,4-difluoropyrrolidin-3-ol FC(N1N=C(C=C1)C=1C(=CC(=NC1)NC1=NC(=NC=C1)N1CC(C(C1)(F)F)O)NC1CCC(CC1)(C)O)F